dodecene CCCCCCCCCCC=C